ClC1=C(N=C(NC1=O)C1=CC(=NC=C1)O)C1CCOCC1 5-chloro-2-(2-hydroxy-4-pyridinyl)-4-tetrahydropyran-4-yl-1H-pyrimidin-6-one